C(C)(C)(C)OC(=O)ON(C(OC(C)(C)C)=O)CC=1C=NN(C1)C Tert-butyl ((tert-butoxycarbonyl)oxy)((1-methyl-1H-pyrazol-4-yl)methyl)carbamate